COC=1C=C(C=CC1[N+](=O)[O-])N1CCC(CC1)N1CCNCC1 1-(1-(3-methoxy-4-nitrophenyl)piperidin-4-yl)piperazine